N[C@@H]1[C@H]([C@H]([C@H](OC1)COC)O)O (2R,3R,4R,5S)-5-amino-2-(methoxymethyl)tetrahydro-2H-pyran-3,4-diol